CC(CC1=CC=CC=C1)(C)CC(=O)O.C(C)(OC(C1=CC=CC=C1)(C)C)(O)O dimethylbenzyl orthoacetate (2-methyl-1-phenylpropan-2-yl acetate)